OCCCCCNC1=CC=C(C(=O)N[C@@H]2C([C@H](C2(C)C)OC2=CC(=C(C=C2)C#N)Cl)(C)C)C=C1 trans-4-[(5-hydroxypentyl)amino]-N-[3-(3-chloro-4-cyanophenoxy)-2,2,4,4-tetramethylcyclobutyl]benzamide